FC(C=1C=C(OC2CC(COC2)NC(OC(C)(C)C)=O)C=CC1)(F)F tert-butyl (5-(3-(trifluoromethyl)phenoxy)tetrahydro-2H-pyran-3-yl)carbamate